NCCOC1CCC(CC1)CN1CCN(CC1)C1=CC2=C(N(C(N2C)=O)C2C(NC(CC2)=O)=O)C=C1 3-[5-[4-[[4-(2-Aminoethoxy)cyclohexyl]methyl]piperazin-1-yl]-3-methyl-2-oxo-benzimidazol-1-yl]piperidine-2,6-dione